((2R,3S,4R,5R)-5-(4-aminopyrrolo[2,1-f][1,2,4]triazin-7-yl)-5-cyano-3,4-dihydroxytetrahydrofuran-2-yl)methyl phenyl carbonate C(OC[C@H]1O[C@@]([C@@H]([C@@H]1O)O)(C#N)C1=CC=C2C(=NC=NN21)N)(OC2=CC=CC=C2)=O